4-bromo-2-(3-methoxy-1-methyl-azetidin-3-yl)pyridine BrC1=CC(=NC=C1)C1(CN(C1)C)OC